C(=O)(O)C1=C(C=CC(=C1)C(=O)ON1C(CCC1=O)=O)C1=C2C=CC(C(=C2OC2=C1C=C1C(CC(NC1=C2S(=O)(=O)O)(C)C)C)S(=O)(=O)[O-])=[NH2+] 6-(2-carboxy-4-{[(2,5-dioxopyrrolidin-1-yl)oxy]carbonyl}phenyl)-9-iminio-2,2,4-trimethyl-12-sulfo-1,3,4,9-tetrahydro-2H-chromeno[3,2-g]quinoline-10-sulfonate